ClC=1C=C(C=C(C1)Cl)N1CCN(CC1)S(=O)(=O)C1=CC=C(C=C1)NC(C1=CC(=CC=C1)S(N)(=O)=O)=O N-(4-((4-(3,5-Dichlorophenyl)piperazin-1-yl)sulfonyl)phenyl)-3-sulfamoylbenzamide